sodium oleylbenzenesulfonate C(CCCCCCC\C=C/CCCCCCCC)OS(=O)(=O)C1=CC=CC=C1.[Na]